N1C=2NC=CC3=NC(N2)=C(N3)C1=O etheno-guanine